7-oxo-5-(4-(2,2,2-trifluoro-1-phenylethoxy)phenyl)-4,7-dihydropyrazolo[1,5-a]pyrimidine-3-carboxylic acid O=C1C=C(NC=2N1N=CC2C(=O)O)C2=CC=C(C=C2)OC(C(F)(F)F)C2=CC=CC=C2